FC=1C=C(C=NC1)C1CC=NN1C(=O)C12CC(C1)(C2)CN2N=C1C=CC(=CC1=C2)C#N 2-((3-(5-(5-fluoropyridin-3-yl)-4,5-dihydro-1H-pyrazole-1-carbonyl)bicyclo[1.1.1]-pentan-1-yl)methyl)-2H-indazole-5-carbonitrile